C(CCCCCCCCCCCCCCC)OC(C(=C)C)=O (hexadecyl)-methacrylate